C(C)OC(=O)C1=CC(=C2C(=N1)OC(CC2)C=O)C2=C(C=C(C=C2)F)F 5-(2,4-difluorophenyl)-2-formyl-3,4-dihydro-2H-pyrano[2,3-b]Pyridine-7-carboxylic acid ethyl ester